nickel azobarbiturate N(=NC1C(NC(NC1=O)=O)=O)C1C(NC(NC1=O)=O)=O.[Ni]